ClC=1C=2C(C=[N+](C1)[O-])=CN(N2)C=2C(=NC(=NC2)OC)OC 7-chloro-2-(2,4-dimethoxypyrimidin-5-yl)-5-oxido-pyrazolo[4,3-c]pyridin-5-ium